O1CCC(CC1)NC1=NC=C2N=C(N(C2=N1)C1(CCCCC1)C(=O)N)NC1=C(C=C(C=C1F)F)F (2-((tetrahydro-2H-pyran-4-yl)amino)-8-((2,4,6-trifluorophenyl)amino)-9H-purin-9-yl)cyclohexane-1-carboxamide